[N+](=O)([O-])C1=C(C=C(C(=C1)OCC1=CC=CC=C1)OCC1=CC=CC=C1)CC#N 2-nitro-4,5-dibenzyloxyphenyl-acetonitrile